5-(2,5-dihydroxybenzylamino)-2-hydroxybenzoic acid OC1=C(CNC=2C=CC(=C(C(=O)O)C2)O)C=C(C=C1)O